(1R,3S,5S)-tert-butyl 3-amino-8-azabicyclo[3.2.1]octane-8-carboxylate CC(C)(C)OC(=O)N1[C@@H]2CC[C@H]1CC(C2)N